ethanol copper acetate monohydrate O.C(C)(=O)[O-].[Cu+2].C(C)O.C(C)(=O)[O-]